ClC1=CC=C(C=C1)[C@@]1(N(C(C2=CC(=CC(=C12)F)C(C)(C)O)=O)CC1=NC=C(C=C1)Cl)OCC1(CC1)S(=O)(=O)C (3R)-3-(4-chlorophenyl)-2-[(5-chloropyridin-2-yl)methyl]-4-fluoro-6-(2-hydroxypropan-2-yl)-3-[(1-methanesulfonylcyclopropyl)methoxy]-2,3-dihydro-1H-isoindol-1-one